ClC=1C=CC(=C(C1)C1=CC(=CN=N1)NC1=CC(=NC=C1)NC(=O)CCN(C(OC(C)(C)C)=O)CCCNC(C)=O)F tert-butyl N-{2-[(4-{[6-(5-chloro-2-fluorophenyl)pyridazin-4-yl]amino}pyridin-2-yl)carbamoyl]ethyl}-N-(3-acetamidopropyl)carbamate